C(C1=CC=CC=C1)OC(=O)N1C(NC[C@@H]1C(=O)O)=O (R)-3-((benzyloxy)carbonyl)-2-oxoimidazoline-4-carboxylic acid